ClC=1C(=C2CCNCC2=C(C1)O[C@@H]1[C@H]([C@H]([C@@H](C1)N1C=CC2=C1N=CN=C2C)O)O)F (1S,2S,3S,5R)-3-((6-chloro-5-fluoro-1,2,3,4-tetrahydroisoquinolin-8-yl)oxy)-5-(4-methyl-7H-pyrrolo[2,3-d]pyrimidin-7-yl)cyclopentane-1,2-diol